(1S,2S,3R,5R)-2-fluoro-9-azabicyclo[3.3.1]nonan F[C@@H]1[C@@H]2CCC[C@H](CC1)N2